2-{[3-(prop-2-en-1-yldisulfanyl)prop-2-en-1-sulfonyl]methyl}furan C(C=C)SSC=CCS(=O)(=O)CC=1OC=CC1